(13S)-acetonitrile C(C)#N